ClC1=NC=C(C=C1)C=1N=NN(C1)C 2-chloro-5-(1-methyltriazol-4-yl)pyridine